ClC=1C(=CC(=C(C(=O)NC2=CC=C(C=C2)C(F)(F)F)C1)OCC1OC(OC1C)=O)F 5-chloro-4-fluoro-2-((5-methyl-2-oxo-1,3-dioxolan-4-yl)methoxy)-N-(4-(trifluoromethyl)phenyl)benzamide